NC1=NC=NN2C1=CC=C2[C@@]2(O[C@@H]([C@@H]([C@H]2CCC(=O)O)CCC(=O)O)COC(CC)=O)C#N.C(C)OC(C(=C)C)=O.CNCCC |&1:12| methyl-propyl-amine ethyl-methacrylate (2R,3R,4R,SR)-2-(4-aminopyrrolo[2,1-f][1,2,4]triazin-7-yl)-2-cyano-5-((propionyloxy)methyl)tetrahydrofuran-3,4-diyl-dipropionate